O1C=C(C=C1)C1=C(C(C2=CC(=CC=C12)OCCOC1=CC=NC=C1)=O)C=1C=NC=CC1 3-(furan-3-yl)-2-(pyridin-3-yl)-6-(2-(pyridin-4-yloxy)ethoxy)-1H-inden-1-one